ClC1=CC=C2C(=CNC2=C1SC)S(=O)(=O)NC1=NC=C(C(=N1)OC)CC(F)F 6-chloro-N-[5-(2,2-difluoroethyl)-4-methoxy-pyrimidin-2-yl]-7-(methylthio)-1H-indole-3-sulfonamide